C(C(=O)O)(=O)O.C1OCC12CNCC2 2-oxa-6-azaspiro[3.4]octane oxalic acid salt